N[C@@H](C(F)(F)F)C=1C=CC(=C(C1)NC(=O)N1C[C@](CC1)(C1=NC=NS1)C1=CC(=C(C=C1)C)F)OC |o1:1,17| (R or S)-N-(5-((R or S)-1-amino-2,2,2-trifluoroethyl)-2-methoxyphenyl)-3-(3-fluoro-4-methylphenyl)-3-(1,2,4-thiadiazol-5-yl)pyrrolidine-1-carboxamide